2-methoxy-5-(6-(methoxycarbonyl)spiro[3.3]heptan-2-yl)benzoic acid COC1=C(C(=O)O)C=C(C=C1)C1CC2(C1)CC(C2)C(=O)OC